C1(=CC=CC=C1)N[C@@H]1C[C@H](C1)N trans-N1-phenylcyclobutane-1,3-diamine